4-((3-(7-((1-methylpiperidin-4-yl)amino)-3-(2,2,2-trifluoroethyl)benzo[b]thiophen-2-yl)prop-2-yn-1-yl)amino)benzenesulfonamide CN1CCC(CC1)NC1=CC=CC2=C1SC(=C2CC(F)(F)F)C#CCNC2=CC=C(C=C2)S(=O)(=O)N